5-(8-(2-(Cyclopropylmethyl)cyclopropyl)imidazo[1,2-b]pyridazin-6-yl)pyrimidine-2,4(1H,3H)-dione C1(CC1)CC1C(C1)C=1C=2N(N=C(C1)C=1C(NC(NC1)=O)=O)C=CN2